(R)-5-(4-(2,3-dimethylphenyl)-2-(2,6-diazaspiro[3.4]octan-6-yl)-5,6,7,8-tetrahydroquinazolin-7-yl)-4-methylthiazole hydrochloride Cl.CC1=C(C=CC=C1C)C1=NC(=NC=2C[C@@H](CCC12)C1=C(N=CS1)C)N1CC2(CNC2)CC1